C(C)(C)(C)OC(=O)N1[C@@H](C2=C(CC1)N=C(S2)N)C.ClC2=CC=C1CCN(C1=C2)S(=O)(=O)C2=C1C(=C[N+](CC1=CC=C2)=O)C 5-(6-chloroindolin-1-yl)sulfonyl-4-methyl-2-oxo-isoquinolin-2-ium (R)-tert-butyl-2-amino-4-methyl-6,7-dihydrothiazolo[5,4-c]pyridine-5(4H)-carboxylate